N-(7-chloro-6-(1-((3R,4R)-4-hydroxy-3-methyltetrahydrofuran-3-yl)piperidin-4-yl)isoquinolin-3-yl)-1-cyclopropyl-1H-pyrazole-3-carboxamide ClC1=C(C=C2C=C(N=CC2=C1)NC(=O)C1=NN(C=C1)C1CC1)C1CCN(CC1)[C@@]1(COC[C@@H]1O)C